C(C)(C)(C)OC(=O)NC1=NN2C(C=C(C=C2)C=2C=C(C=NC2)N(C(OC(C)C)=O)C)=C1 isopropyl (5-(2-((tert-butoxycarbonyl)amino)pyrazolo[1,5-a]pyridin-5-yl)pyridin-3-yl)(methyl)carbamate